C1(CC1)C1=NN(C=C1)C(=O)[O-] 3-cyclopropyl-1H-pyrazole-1-carboxylate